C(C)(C)NC=1N(C(C2=C(N1)CN(C(C2)C)C(=O)OC(C)(C)C)=O)C2=CC=C(C=C2)C(NC)=O tert-butyl 2-(isopropylamino)-6-methyl-3-(4-(methylcarbamoyl) phenyl)-4-oxo-3,4,5,6-tetrahydropyrido[3,4-d]pyrimidine-7(8H)-carboxylate